FC(S(=O)(=O)OC=1C2=C(C=NC2C=C(C1)NCC(=O)N(C)C)C#N)(F)F 3-Cyano-6-((2-(dimethylamino)-2-oxoethyl)amino)-7aH-indol-4-yl trifluoromethanesulfonate